(3aR,6R,7aR)-1-(7,8-dihydrofuro[3,2-e][1,3]benzothiazol-2-yl)-6-ethynylhexahydropyrano[3,4-d]imidazol-2(3H)-one N1=C(SC2=C1C1=C(C=C2)OCC1)N1C(N[C@@H]2[C@H]1C[C@@H](OC2)C#C)=O